2-methacryloyloxyethyl succinate C(CCC(=O)[O-])(=O)OCCOC(C(=C)C)=O